(2E,4E)-2,6,10-Trimethylundeca-2,4,9-trienal C/C(/C=O)=C\C=C\C(CCC=C(C)C)C